2-[2-[(7S)-4-azaspiro[2.5]oct-7-yl]-7-fluoro-indazol-5-yl]-4,6-dimethyl-pyrazolo[1,5-a]pyrazine C1CC12NCC[C@@H](C2)N2N=C1C(=CC(=CC1=C2)C2=NN1C(C(=NC(=C1)C)C)=C2)F